3-(N-(2-(3-hydroxypyrrolidin-1-yl)-5-(trifluoromethyl)phenyl)sulfamoyl)-4-methoxybenzoic acid OC1CN(CC1)C1=C(C=C(C=C1)C(F)(F)F)NS(=O)(=O)C=1C=C(C(=O)O)C=CC1OC